2-(piperidin-4-yl)-4H-pyrrolo[2,3-d]Thiazole N1CCC(CC1)C=1SC2=C(N1)NC=C2